2-cyclopropylpyridin-5-carboxylic acid C1(CC1)C1=NC=C(C=C1)C(=O)O